N-hydroxy-5-((1-isopropyl-3-(4-(trifluoromethoxy)phenyl)ureido)methyl)pyrazolo[1,5-a]pyridine-3-carboximidamide ONC(=N)C=1C=NN2C1C=C(C=C2)CN(C(=O)NC2=CC=C(C=C2)OC(F)(F)F)C(C)C